ethyl (((2-(2-amino-6-methoxy-9H-purin-9-yl)ethoxy)methyl)(benzyloxy) phosphoryl)-L-alaninate NC1=NC(=C2N=CN(C2=N1)CCOCP(=O)(OCC1=CC=CC=C1)N[C@@H](C)C(=O)OCC)OC